C(#N)C=1C=C(C(=O)NC2=NC=CC=C2)C=CC1 3-cyano-N-(pyridin-2-yl)benzamid